3-spiro[2.3]hexan-5-ylurea C1CC12CC(C2)NC(N)=O